[N]1C=2N(CCC1)C=CC2 3,4-dihydro-2H-1λ2-pyrrolo[2,1-b]pyrimidine